2-Amino-7-(2-(4-methylpiperazin-1-yl)pyrimidin-5-yl)pyrido[4,3-d]pyrimidine NC=1N=CC2=C(N1)C=C(N=C2)C=2C=NC(=NC2)N2CCN(CC2)C